COC=1C=C(C=CC1)CC(=O)N1CC(NCC1)=O 4-(2-(3-methoxyphenyl)acetyl)piperazin-2-one